(R)-2-(2-((5-(1-aminoisoquinolin-7-yl)-1'-(methoxycarbonyl)-2,3-dihydrospiro[inden-1,4'-piperidin]-3-yl)oxy)phenyl)acetic acid NC1=NC=CC2=CC=C(C=C12)C=1C=C2[C@@H](CC3(CCN(CC3)C(=O)OC)C2=CC1)OC1=C(C=CC=C1)CC(=O)O